FC(N1C(SC2=C1C=CC(=C2)[N+](=O)[O-])=O)F 3-(difluoromethyl)-6-nitrobenzo[d]thiazol-2(3H)-one